(3R)-4-(4-iodo-1H-pyrazolo[3,4-b]pyridin-6-yl)-3-methyl-morpholine IC1=C2C(=NC(=C1)N1[C@@H](COCC1)C)NN=C2